(3aS,6R,7aS)-1-ethyl-6-((S)-1-(4-fluorophenyl)-1,2,3,4-tetrahydroisoquinoline-2-carbonyl)hexahydro-2H-pyrano[4,3-d]oxazol-2-one C(C)N1C(O[C@H]2[C@@H]1C[C@@H](OC2)C(=O)N2[C@H](C1=CC=CC=C1CC2)C2=CC=C(C=C2)F)=O